BrC=1C(=C(C=2N=C(SC2C1)C)C(=O)N(CC1=CC=C(C=C1)OC)C(C(=O)NC(C)(C)C)C1=C(C=CC(=C1)F)Cl)F 6-bromo-N-[1-(2-chloro-5-fluorophenyl)-2-[(2-methylpropan-2-yl)amino]-2-oxoethyl]-5-fluoro-N-[(4-methoxyphenyl)methyl]-2-methylbenzo[2,1-d][1,3]thiazole-4-carboxamide